C(C(C)C)N1[C@H]2[C@@H]([C@@H]3C=N[C@]2([C@H](CC1)C3)C(=O)NCC(C)C)CC(C)C |o1:5,6,7,10,11| (1R*,2R*,3S*,7S*,8S*)-4-isobutyl-8-isobutylaminocarbonyl-2-isobutyl-4,9-diazatricyclo[5.3.1.03,8]undeca-9-ene